C1=C(C=CC=2SC3=C(C21)C=CC=C3)N(C3=CC=C2C=CC=1C(=CC=C4C=CC3=C2C14)N(C1=CC=CC=C1)C1=CC4=C(SC2=C4C=CC=C2)C=C1)C1=CC=CC=C1 N,N'-bis(dibenzothiophene-2-yl)-N,N'-diphenylpyrene-1,6-diamine